C[Si](O[SiH](O[Si](C)(C)C)O[Si](C)(C)C)(C)C 1,1,1,5,5,5-hexamethyl-3-((trimethylsilyl)oxy)trisiloxan